NC1=C(N=CC2=C(C(=CC=C12)F)Br)C(=O)NCCC 4-amino-8-bromo-7-fluoro-N-propylisoquinoline-3-carboxamide